(7R)-3-[(3-fluoro-2-methoxyphenyl)amino]-2-(3-fluoropyridin-4-yl)-7-[(2S)-oxetan-2-ylmethyl]-1h,5h,6h,7h-pyrrolo[3,2-c]pyridin-4-one FC=1C(=C(C=CC1)NC1=C(NC2=C1C(NC[C@H]2C[C@@H]2OCC2)=O)C2=C(C=NC=C2)F)OC